(5S)-2-[3-(difluoromethyl)-4-fluorophenyl]-5-phenyl-2,5,6,7-tetrahydro-3H-pyrrolo[2,1-c][1,2,4]triazol-3-one FC(C=1C=C(C=CC1F)N1N=C2N(C1=O)[C@@H](CC2)C2=CC=CC=C2)F